IC1=NN2C(N(CCC2)C2=NC(=NC=C2)NC=2C=NN(C2)C(C)C)=C1 4-(2-iodo-6,7-dihydropyrazolo[1,5-a]pyrimidin-4(5H)-yl)-N-(1-isopropyl-1H-pyrazol-4-yl)pyrimidin-2-amine